BrC1=C(C=C2C(=NC(N3C2=C1OC[C@@H]3CO)=O)N3[C@H](CN(CC3)C(=O)OCC3=CC=CC=C3)C)Cl (S)-benzyl 4-((S)-10-bromo-9-chloro-3-(hydroxymethyl)-5-oxo-3,5-dihydro-2H-[1,4]oxazino[2,3,4-ij]quinazolin-7-yl)-3-methylpiperazine-1-carboxylate